Heptadeuteriocyclopenta[f][1,3]benzodioxol [2H]C1=CC=C2C1(C(C1(C(OC(O1)([2H])[2H])=C2)[2H])([2H])[2H])[2H]